((1-(6-(6-(Difluoromethyl)imidazo[1,2-b]pyridazin-3-yl)pyrimidin-4-yl)piperidin-3-yl)imino)dimethyl-λ6-sulfanone FC(C=1C=CC=2N(N1)C(=CN2)C2=CC(=NC=N2)N2CC(CCC2)N=S(=O)(C)C)F